BrC1=CC2=C(N(C(N2)=O)C)C=C1F 5-bromo-6-fluoro-1-methyl-1,3-dihydro-2H-benzimidazol-2-one